3-((3,4-difluorophenyl)sulfonamido)-N-(4-phenyl-1H-pyrazol-5-yl)benzamide FC=1C=C(C=CC1F)S(=O)(=O)NC=1C=C(C(=O)NC2=C(C=NN2)C2=CC=CC=C2)C=CC1